FC(C=1C(=NN(C1)C)C(=O)N([C@@H](CC1=C(C=C(C=C1Cl)Cl)Cl)C)OC)F 4-(Difluoromethyl)-N-methoxy-1-methyl-N-[(1R)-1-methyl-2-(2,4,6-trichlorophenyl)ethyl]pyrazol-3-carboxamid